FC1=C(C(=CC=C1)F)NC(=O)C1=CC(=CC=2NC(=NC21)COC)NC(=O)C2=C(C=CC=C2)C(F)(F)F N-(2,6-difluorophenyl)-2-(methoxymethyl)-6-({[2-(trifluoromethyl)phenyl]carbonyl}amino)-1H-benzimidazole-4-carboxamide